Allylmethyl trisulfide C(C=C)SSSC